CC(C(=O)C1=CC=C(C=C1)SC)(C)N1CCOCC1 2-methyl-1-[4-(methylsulfanyl)phenyl]-2-morpholinopropan-1-one